1-(4-(5-Methyl-2-((1-(piperidin-4-yl)-1H-pyrazol-4-yl)amino)pyrimidin-4-yl)benzoyl)azetidine-3-carbonitrile Hydrochloride Cl.CC=1C(=NC(=NC1)NC=1C=NN(C1)C1CCNCC1)C1=CC=C(C(=O)N2CC(C2)C#N)C=C1